1-(2-furyl)-2-(phenylamino)ethane-1-ol O1C(=CC=C1)C(CNC1=CC=CC=C1)O